[N+](=O)([O-])C1=C(C=CC=C1)S(=O)(=O)NC=1C(=C2N=CC=NC2=CC1)[N+](=O)[O-] 2-nitro-N-(5-nitroquinoxalin-6-yl)benzenesulfonamide